(±)-4-[5-(4-fluorophenyl)-2-[(morpholin-2-ylmethyl)amino]pyrimidin-4-yl]benzonitrile FC1=CC=C(C=C1)C=1C(=NC(=NC1)NC[C@H]1CNCCO1)C1=CC=C(C#N)C=C1 |r|